CC=1C=C(C=O)C=CC1C=1SC(=CN1)C1=NC(=NC=C1C(F)(F)F)NC1CCN(CC1)S(=O)(=O)C 3-Methyl-4-[5-[2-[(1-methylsulfonylpiperidin-4-yl)amino]-5-(trifluoromethyl)pyrimidin-4-yl]-1,3-thiazol-2-yl]benzaldehyde